N1(CCCC1)C1=C(C=C(C=C1C)C)N1S(C2=C(C1)C(=CC=C2)F)(=O)=O N-(2-(pyrrolidin-1-yl)-3,5-dimethylphenyl)-4-fluorobenzo[d]isothiazole-1,1-dioxide